C(C1=CC=CC=C1)OP(=O)(OCC1=CC=CC=C1)OC1=C(C=C(C=C1C)C)C(CC(=O)OC1=C2C(=CNC2=CC=C1)CCN(C)C)(C)C 3-(2-(Dimethylamino)ethyl)-1H-indol-4-yl 3-(2-((bis(benzyloxy)phosphoryl)oxy)-3,5-dimethylphenyl)-3-methylbutanoate